(E)-1-oxo-2-(2-(1-trityl-1H-imidazol-4-yl)benzylidene)-8-azaspiro[4.5]Decane-8-carboxylic acid tert-butyl ester C(C)(C)(C)OC(=O)N1CCC2(CC\C(\C2=O)=C/C2=C(C=CC=C2)C=2N=CN(C2)C(C2=CC=CC=C2)(C2=CC=CC=C2)C2=CC=CC=C2)CC1